FC1=CC=C(C=C1)C(COS(=O)(=O)C1=CC=C(C=C1)C)CO 4-Methylbenzenesulfonic acid 2-(4-fluorophenyl)-3-hydroxypropyl ester